(Trans-1R*,2R*)-N-((S)-(7-((R)-Cyclopropyl(4,4,4-trifluorobutanamido)methyl)imidazo[1,2-b]pyridazin-2-yl)(4,4-difluorocyclohexyl)methyl)-2-(trifluoromethyl)cyclopropane-1-carboxamide C1(CC1)[C@H](C1=CC=2N(N=C1)C=C(N2)[C@@H](NC(=O)[C@H]2[C@@H](C2)C(F)(F)F)C2CCC(CC2)(F)F)NC(CCC(F)(F)F)=O |o1:17,18|